1-[tert-butyl-(dimethyl)silyl]-4-oxoazetidine-2-carboxylic acid C(C)(C)(C)[Si](N1C(CC1=O)C(=O)O)(C)C